(3S,5S,8R,9S,10S,13S,14S,17R)-3-Ethyl-17-((1R,2S)-1-Hydroxy-1-(pyridin-3-yl)propan-2-yl)-10,13-dimethylhexadecahydro-1H-cyclopenta[a]phenanthren-3-ol C(C)[C@@]1(CC[C@@]2([C@H]3CC[C@@]4([C@H](CC[C@H]4[C@@H]3CC[C@H]2C1)[C@@H]([C@H](C=1C=NC=CC1)O)C)C)C)O